N-[3-(trifluoromethyl)phenyl]-1-adamantanecarboxamide FC(C=1C=C(C=CC1)NC(=O)C12CC3CC(CC(C1)C3)C2)(F)F